ethylindene dioxygen [O].[O].C(C)C1C=CC2=CC=CC=C12